BrC=1SC(=CN1)C(=O)NC=1C=C(C(=O)OC)C=CC1C methyl 3-[(2-bromo-1,3-thiazole-5-carbonyl) amino]-4-methylbenzoate